N-[(6-Methylpyridazin-3-yl)methyl]-3-(5-methyl-1,3-thiazol-2-yl)-5-(prop-2-yn-1-yloxy)benzamide CC1=CC=C(N=N1)CNC(C1=CC(=CC(=C1)OCC#C)C=1SC(=CN1)C)=O